FC1(CCS(C2=C1C=CC=C2N(C(=O)C=2C=NC(=NC2)C)CC2=CC(=C(C=C2)C=C)[N+](=O)[O-])(=O)=O)F N-(4,4-difluoro-1,1-dioxo-3,4-dihydro-2H-1λ6-benzothiopyran-8-yl)-N-[(4-ethenyl-3-nitrophenyl)methyl]-2-methylpyrimidine-5-carboxamide